CC1=NC2=CC(=C(C=C2N=C1C)O)C=1N=NC(=CC1)N(C1CC(NC(C1)(C)C)(C)C)C 2,3-dimethyl-7-(6-(methyl(2,2,6,6-tetramethylpiperidin-4-yl)amino)pyridazin-3-yl)quinoxalin-6-ol